FC1(OC2=C(O1)C=C(C(=C2)N(C(C)=O)C)[N+](=O)[O-])F N-(2,2-difluoro-6-nitro-1,3-benzodioxol-5-yl)-N-methylacetamide